2-[4-({2,3-dimethoxy-6H,7H,8H,9H,10H-cyclohepta[b]quinolin-11-yl}amino)piperidin-1-yl]ethan-1-ol COC=1C=C2C(=C3C(=NC2=CC1OC)CCCCC3)NC3CCN(CC3)CCO